1-(3-(hydroxymethyl)-4-(7-(3-hydroxynaphthalen-1-yl)-2-((1-methylpyrrolidin-2-yl)methoxy)-5,6,7,8-tetrahydroquinazolin-4-yl)piperazin-1-yl)prop-2-en-1-one OCC1CN(CCN1C1=NC(=NC=2CC(CCC12)C1=CC(=CC2=CC=CC=C12)O)OCC1N(CCC1)C)C(C=C)=O